[6-(5-cyclopropyl-4H-1,2,4-triazol-3-yl)-2-azaspiro[3.3]heptan-2-yl]-[3-[(4,4-difluorocyclohexyl)methoxy]azetidin-1-yl]methanone C1(CC1)C=1NC(=NN1)C1CC2(CN(C2)C(=O)N2CC(C2)OCC2CCC(CC2)(F)F)C1